2-[1-[(2S)-2-(2-ethylphenyl)-2-(2-hydroxyethoxy)ethyl]-5-methyl-6-(1,3-oxazol-2-yl)-2,4-dioxo-1H,2H,3H,4H-thieno[2,3-d]pyrimidin-3-yl]-2-methylpropionic acid C(C)C1=C(C=CC=C1)[C@@H](CN1C(N(C(C2=C1SC(=C2C)C=2OC=CN2)=O)C(C(=O)O)(C)C)=O)OCCO